ClC1=C(C#N)C=C(C(=C1)C1CC1)O 2-chloro-4-cyclopropyl-5-hydroxy-benzonitrile